(3S)-2-(3-fluoro-2-hydroxyphenyl)-3-(5-fluoro-2-methoxy-4-{4-[(piperazin-1-yl)methyl]piperidin-1-yl}phenyl)-7-oxa-2-azaspiro[3.5]nonan-1-one FC=1C(=C(C=CC1)N1C(C2([C@@H]1C1=C(C=C(C(=C1)F)N1CCC(CC1)CN1CCNCC1)OC)CCOCC2)=O)O